Methyl 2-{1-[(2S)-butan-2-yl]-1H-pyrazol-4-yl}-5-[({1-[2-fluoro-4-(trifluoromethoxy) phenyl]cyclopropyl}carbonyl) amino]benzoate C[C@@H](CC)N1N=CC(=C1)C1=C(C(=O)OC)C=C(C=C1)NC(=O)C1(CC1)C1=C(C=C(C=C1)OC(F)(F)F)F